C(C)(C)(C)NC1=NC=2N(C=C1)N=C(C2C2=CC(=NC(=C2)C)Cl)C=2C=C(C#N)C=CC2 3-[5-(tert-butylamino)-3-(2-chloro-6-methyl-4-pyridinyl)pyrazolo[1,5-a]pyrimidin-2-yl]benzonitrile